(2-(1-piperazinyl)ethyl)pentane-1,4-diamine N1(CCNCC1)CCC(CCC(C)N)N